3-(2-(1H-indol-2-yl)ethyl)-6-(2-amino-1H-benzo[d]imidazol-6-yl)quinazolin-4(3H)-one N1C(=CC2=CC=CC=C12)CCN1C=NC2=CC=C(C=C2C1=O)C=1C=CC2=C(NC(=N2)N)C1